COC=1C=CC2=C(C3=C(O2)C=CC(=C3)C3=NOC(=N3)C3=NNC=C3[N+](=O)[O-])C1 3-(8-Methoxydibenzo[b,d]furan-2-yl)-5-(4-nitro-1H-pyrazol-3-yl)-1,2,4-oxadiazole